6-(4-bromophenyl)dihydropyran tert-butyl-4-[[1-(2,6-dioxo-3-piperidyl)-3-methyl-2-oxo-benzimidazol-5-yl]amino]piperidine-1-carboxylate C(C)(C)(C)OC(=O)N1CCC(CC1)NC1=CC2=C(N(C(N2C)=O)C2C(NC(CC2)=O)=O)C=C1.BrC1=CC=C(C=C1)C1=CCCCO1